S-(1-oxo-3-phenyl-1-(phenylamino) propan-2-yl)ethanethioate O=C(C(CC1=CC=CC=C1)S=C(C)[O-])NC1=CC=CC=C1